1,1-di(t-hexylperoxy)cyclohexane C(C)(C)(CCC)OOC1(CCCCC1)OOC(C)(C)CCC